2-pentylheptyl-5-(((2,2-diethoxyethoxy)carbonyl)(hexyl)amino)pentanoic acid C(CCCC)C(CC(C(=O)O)CCCN(CCCCCC)C(=O)OCC(OCC)OCC)CCCCC